OC1(C=CC(C1C1=CC2=CC=CC=C2C=C1)=O)C 4-hydroxy-4-methyl-5-(naphthalen-2-yl)cyclopent-2-en-1-one